1-(cyclobutyl-methyl)-8-dimethylamino-3-(2-methyl-imidazo[1,2-a]pyrazin-6-yl)-8-phenyl-1,3-diazaspiro[4.5]decan-2-one C1(CCC1)CN1C(N(CC12CCC(CC2)(C2=CC=CC=C2)N(C)C)C=2N=CC=1N(C2)C=C(N1)C)=O